FC1=C(C=C(C=C1)C1(CC1)NCC1(CC1)NC(OC(C)(C)C)=O)C(F)(F)F tert-butyl (1-(((1-(4-fluoro-3-(trifluoromethyl)phenyl)cyclopropyl)amino)methyl)cyclopropyl)carbamate